N1C(=NC=C1)C1(CCN(CC1)C(=O)OC(C)(C)C)CCC1=CC=CC=C1 tert-butyl 4-(1H-imidazol-2-yl)-4-phenethylpiperidine-1-carboxylate